OC1(CCN(C1)C(=O)[O-])C1=CC=CC=C1 4-hydroxy-4-phenylpyrrolidine-1-carboxylate